C(#N)C1=NC=C(C(=C1)NCC(=O)Cl)NC1CCOCC1 (2-cyano-5-((tetrahydro-2H-pyran-4-yl)amino)pyridin-4-yl)glycyl chloride